C(C1=C(C=CC=C1)N=C=O)C1=C(C=CC=C1)N=C=O Methylendiphenyldiisocyanate